C(C)(C)(C)OC(CN(CC(=O)O)CCN(CCN(CC(OC(C)(C)C)=O)CC(OC(C)(C)C)=O)CC(OC(C)(C)C)=O)=O 3,6,9-tris(2-(tert-butoxy)-2-oxoethyl)-13,13-dimethyl-11-oxo-12-oxa-3,6,9-triazatetradecanoic acid